N-[(1S)-2-[2-(3-amino-3-oxo-propyl)-2-(2-chloroacetyl)hydrazino]-1-(cyclohexylmethyl)-2-oxo-ethyl]carbamic acid benzyl ester C(C1=CC=CC=C1)OC(N[C@H](C(=O)NN(C(CCl)=O)CCC(=O)N)CC1CCCCC1)=O